FC1=CC(=C2C=CN(C2=C1)S(=O)(=O)C)C1=C(C=C2NC(C=3N(C2=C1C)C(=NN3)C)(C)C)OC(F)(F)F 8-(6-Fluoro-1-methylsulfonyl-1H-indol-4-yl)-1,4,4,9-tetramethyl-7-(trifluoromethyloxy)-5H-[1,2,4]triazolo[4,3-a]quinoxaline